(2R,4S,5R,6R)-6-((1R,2R)-3-(2-(4-chlorophenyl)acetamido)-1,2-dihydroxypropyl)-2-((4-ethynylbenzyl)oxy)-4-hydroxy-5-(2-hydroxyacetamido)tetrahydro-2H-pyran-2-carboxylic acid ClC1=CC=C(C=C1)CC(=O)NC[C@H]([C@@H](O)[C@H]1[C@@H]([C@H](C[C@@](O1)(C(=O)O)OCC1=CC=C(C=C1)C#C)O)NC(CO)=O)O